FC(CC[C@@H](C(=O)O)NC([C@H]([C@H](CC)C)NC([C@H](CC1=CC=C(C=C1)O)NC(=O)[C@@H]1OCCC1)=O)=O)(F)F (2S)-5,5,5-trifluoro-2-[(2S,3S)-2-[(2S)-3-(4-hydroxyphenyl)-2-{[(2R)-oxolan-2-yl]formamido}propanamido]-3-methylpentanamido]pentanoic acid